5,5'-[(2-hydroxy-1,3-propanediyl)bis(acetylimino)]bis[N,N'-bis(2,3-dihydroxypropyl)-2,4,6-triiodo-1,3-benzenedicarboxamide] OC(CN(C(C)=O)C=1C(=C(C(=C(C1I)C(=O)NCC(CO)O)I)C(=O)NCC(CO)O)I)CN(C(C)=O)C=1C(=C(C(=C(C1I)C(=O)NCC(CO)O)I)C(=O)NCC(CO)O)I